C1(=CC=CC=C1)C1=CN=C2N1C1=CC=CC=C1C(C2=O)=O 1-phenylimidazo[1,2-a]quinolin-4,5-dione